2-(2-hydroxy-4-methylphenyl)acetic acid ethyl ester C(C)OC(CC1=C(C=C(C=C1)C)O)=O